5-(5-cyano-2-(trifluoromethoxy)phenyl)-N-((3R,5S)-5-(methoxymethyl)pyrrolidin-3-yl)oxazole-2-carboxamide TFA salt OC(=O)C(F)(F)F.C(#N)C=1C=CC(=C(C1)C1=CN=C(O1)C(=O)N[C@H]1CN[C@@H](C1)COC)OC(F)(F)F